FC(C)(F)C=1C=CC(=NC1)C1[C@@H](CN(CC1)C(=O)N1C[C@@H]2[C@@H](OCC(N2)=O)CC1)C (4aR,8aS)-6-((3S)-4-(5-(1,1-difluoroethyl)pyridin-2-yl)-3-methylpiperidine-1-carbonyl)hexahydro-2H-pyrido[4,3-b][1,4]oxazin-3(4H)-one